ClC=1C(=CC2=C(NCC(N(S2(=O)=O)C)C2CCCCC2)C1)B1OC(C(O1)(C)C)(C)C 7-chloro-3-cyclohexyl-2-methyl-8-(4,4,5,5-tetramethyl-1,3,2-dioxaborolan-2-yl)-2,3,4,5-tetrahydrobenzo[f][1,2,5]thiadiazepine 1,1-dioxide